ClC=1C=C(C=C2C=CNC(C12)=O)N1CCC(CC1)C1CCN(CC1)S(=O)(=O)C1=C(C=CC=C1)C(F)(F)F 8-chloro-6-(1'-(2-(trifluoromethyl)phenylsulfonyl)-4,4'-bipiperidin-1-yl)isoquinolin-1(2H)-one